C(C)(C)(C)C1=CC=2C(=NC(=CN2)[C@@H]2CCC[C@H]([C@@H](N2)COC2=NC(=NC(=C2)C2=C(C=CC=C2C)C)NS(=O)(=O)C=2C=C(C(=O)O)C=CC2)CCC(F)(F)F)N1C 3-[[4-[[(2R,3S,7S)-7-(6-tert-Butyl-5-methyl-pyrrolo[2,3-b]pyrazin-3-yl)-3-(3,3,3-trifluoropropyl)azepan-2-yl]methoxy]-6-(2,6-dimethylphenyl)pyrimidin-2-yl]sulfamoyl]benzoic acid